N(=C=O)CCCCCCCCCCN1C(N(C(N(C1=O)CCCCCCCCCCN=C=O)=O)CCCCCCCCCCN=C=O)=O 1,3,5-tris(10-isocyanatodecyl)-1,3,5-triazine-2,4,6-trione